2,2,3,3,4,4,5,5,6,6,7,7-dodecafluoroheptan-1-ol FC(CO)(C(C(C(C(C(F)F)(F)F)(F)F)(F)F)(F)F)F